potassium dichloropyridinium salt ClC1=[N+](C=CC=C1)Cl.[K+]